3-bromo-N-(2,2-difluoro-3-(4-fluorophenyl)-3-hydroxypropyl)-2-fluoro-6-methoxybenzamide BrC=1C(=C(C(=O)NCC(C(O)C2=CC=C(C=C2)F)(F)F)C(=CC1)OC)F